bis(trifluoromethyl)-5,5'-dihydroxybenzidine FC(F)(F)C=1C(=C(C=C(C1N)O)C1=CC=C(N)C(=C1)O)C(F)(F)F